NCC1CC(CC1)NC1=NC(=C(C(=N1)C(=O)N)C1=C(C(=CC=C1)Cl)Cl)C 2-(3-Aminomethyl-cyclopentylamino)-5-(2,3-dichloro-phenyl)-6-methyl-pyrimidine-4-carboxylic acid amide